C[C@H]1CN(C[C@H](N1)C)C1=CC(=NC=N1)C1=NNC2=CC=C(C=C12)OC1(CC1)C 3-[6-[(3s,5r)-3,5-dimethylpiperazin-1-yl]pyrimidin-4-yl]-5-(1-methylcyclopropoxy)-1H-indazole